1-hexadecyl-2-(6Z,9Z,12Z,15Z-octadecatetraenoyl)-glycero-3-phosphoserine CCCCCCCCCCCCCCCCOC[C@H](COP(=O)(O)OC[C@@H](C(=O)O)N)OC(=O)CCCC/C=C\C/C=C\C/C=C\C/C=C\CC